N-(2,2-difluoroethyl)-5-fluoro-2-(1-methyl-6-{[(3S)-pyrrolidin-3-yl]methyl}-1H-indazol-4-yl)-N-(isopropyl)benzamide FC(CN(C(C1=C(C=CC(=C1)F)C1=C2C=NN(C2=CC(=C1)C[C@@H]1CNCC1)C)=O)C(C)C)F